S1C(=NC2=C1C=CC=C2)S2C(=CC=C2)NCC2=CC=CC=C2 S-(benzo[d]thiazole-2-yl)-N-benzylthiolamine